ClC1=NC=C(C=C1)C(F)F 2-Chloro-5-(difluoromethyl)pyridine